7-chloro-1-methyl-2-oxo-1,2-dihydroquinoline-3-carbonitrile ClC1=CC=C2C=C(C(N(C2=C1)C)=O)C#N